FC(C(=O)O)(F)F.NCC1=C(C=C(C=C1)C1=C(C=NC=C1)N1CCN(CC1)C(C=C)=O)C 1-(4-(4-(4-(aminomethyl)-3-methylphenyl)pyridin-3-yl)piperazin-1-yl)prop-2-en-1-one 2,2,2-trifluoroacetate